5-(Difluoromethoxy)-1-[(4-methoxyphenyl)methyl]-1H-pyrazole-3-carboxylic acid FC(OC1=CC(=NN1CC1=CC=C(C=C1)OC)C(=O)O)F